2-((3,5-bis(trifluoromethyl)phenyl)carbamoyl)-4-chlorophenyl dihydrogen phosphate monoethanolamine salt C(O)CN.P(=O)(OC1=C(C=C(C=C1)Cl)C(NC1=CC(=CC(=C1)C(F)(F)F)C(F)(F)F)=O)(O)O